8-(isothiazol-5-ylmethyl)-8-azabicyclo[3.2.1]octane-3-amine S1N=CC=C1CN1C2CC(CC1CC2)N